[2-methyl-2-(4-methylenetetrahydropyran-2-yl)propyl] propanoate C(CC)(=O)OCC(C)(C1OCCC(C1)=C)C